tert-butyl (R)-3-((6-fluoro-5-methoxyisoquinolin-1-yl)amino)piperidine-1-carboxylate FC=1C(=C2C=CN=C(C2=CC1)N[C@H]1CN(CCC1)C(=O)OC(C)(C)C)OC